ClC=1C=C2C(=NC=NC2=CC1)N1CC=2C=C(C=NC2CC1)OC1=C(C=CC=C1)F 6-chloro-4-(3-(2-fluorophenoxy)-7,8-dihydro-1,6-naphthyridin-6(5H)-yl)quinazoline